2-glyoxalyl-pyridine C(C=O)(=O)C1=NC=CC=C1